N-(3-Chloro-2-fluorophenyl)-2-(3,3-difluorocyclopentyl)-2-(4-(2-methyl-2H-tetrazol-5-yl)phenyl)acetamide ClC=1C(=C(C=CC1)NC(C(C1=CC=C(C=C1)C=1N=NN(N1)C)C1CC(CC1)(F)F)=O)F